2-O-propyl-1-thio-glucose C(CC)O[C@@H](C=S)[C@@H](O)[C@H](O)[C@H](O)CO